(prop-2-yn-1-yl)aniline C(C#C)NC1=CC=CC=C1